N[C@@H]1C[C@H]2C[C@@H]([C@@H]1C2)O |r| racemic-(1R,2S,4S,6R)-6-aminobicyclo[2.2.1]heptan-2-ol